tert-butyl (R)-3-(3-(6-(heptyloxy)naphthalen-2-yl)-1,2,4-oxadiazol-5-yl)pyrrolidine-1-carboxylate C(CCCCCC)OC=1C=C2C=CC(=CC2=CC1)C1=NOC(=N1)[C@H]1CN(CC1)C(=O)OC(C)(C)C